5-amino-1-p-toluenesulfonyl-1H-pyrrole NC1=CC=CN1S(=O)(=O)C1=CC=C(C)C=C1